FC(C1=NN=C(S1)N1N=CC2=C(C=C(C=C12)S(=O)(=O)NC1(COC1)C)N1CCN(CC1)C(C(C)C)=O)F 1-[5-(difluoromethyl)-1,3,4-thiadiazol-2-yl]-N-(3-methyloxetan-3-yl)-4-[4-(2-methylpropanoyl)piperazin-1-yl]indazole-6-sulfonamide